(S)-6-Ethyl-N-((S)-1-(5-(7-methoxychinolin-6-yl)-1H-imidazol-2-yl)-7-oxononyl)-6-azaspiro[2.5]octan-1-carboxamid C(C)N1CCC2(C[C@@H]2C(=O)N[C@@H](CCCCCC(CC)=O)C=2NC(=CN2)C=2C=C3C=CC=NC3=CC2OC)CC1